6-chloro-3-((1-(5-(4,4-difluoropiperidin-1-yl)-9-methyl-2-(2,2,2-trifluoroethyl)imidazo[1,2-c]quinazolin-7-yl)ethyl)amino)picolinic acid ClC1=CC=C(C(=N1)C(=O)O)NC(C)C1=CC(=CC=2C=3N(C(=NC12)N1CCC(CC1)(F)F)C=C(N3)CC(F)(F)F)C